2-(6-(2,6-dioxopiperidin-3-yl)-5-oxo-3,5,6,7-tetrahydropyrrolo[3,4-f]isoindol-2(1H)-yl)acetic acid O=C1NC(CCC1N1C(C=2C=C3C(=CC2C1)CN(C3)CC(=O)O)=O)=O